C(C)(C)(C)OC(=O)N1[C@@H](CCC1)C=1C=C(C=C2CC3(OCC12)CC3)C=3C=C1C(=NC3)NC=C1C (S)-2-(6'-(3-methyl-1H-pyrrolo[2,3-b]pyridin-5-yl)spiro[cyclopropan-1,3'-isochroman]-8'-yl)pyrrolidine-1-carboxylic acid tert-butyl ester